1-(2-(4-(4-fluorobenzyl)phenyl)morpholino)-3-(1H-pyrazol-1-yl)propan-1-one FC1=CC=C(CC2=CC=C(C=C2)C2OCCN(C2)C(CCN2N=CC=C2)=O)C=C1